(Z)-dodec-9-en-1-yl acetate C(C)(=O)OCCCCCCCC\C=C/CC